FC1=C(C=CC(=C1C)F)NC(=O)[C@H]1N(C(CC1)=O)C1=NC(=CC(=C1)C(F)(F)F)C (S)-N-(2,4-difluoro-3-methylphenyl)-1-(6-methyl-4-(trifluoromethyl)pyridin-2-yl)-5-oxopyrrolidine-2-carboxamide